3-(4-nitro-benzenesulfonyl)-4-(4-methoxy-phenyl)-4-vinyl-2-oxazolidinone [N+](=O)([O-])C1=CC=C(C=C1)S(=O)(=O)N1C(OCC1(C=C)C1=CC=C(C=C1)OC)=O